(6-((2,4-dimethoxybenzyl)amino)pyrimidin-4-yl)methanesulfonic acid methyl ester COS(=O)(=O)CC1=NC=NC(=C1)NCC1=C(C=C(C=C1)OC)OC